2-bromo-N-(5-(2-(cyclobutylamino)acetamido)-2-methylpyridin-3-yl)pyrazolo[5,1-b]thiazole-7-carboxamide BrC1=CN2C(S1)=C(C=N2)C(=O)NC=2C(=NC=C(C2)NC(CNC2CCC2)=O)C